CC1CC(N2CCC=C12)C=1C=C2C3C=CC(C2=CC1)O3 methyl-3-(1,4-dihydro-1,4-epoxynaphthalen-6-yl)tetrahydro-1H-pyrrolizine